ClC1=NC=2N(C=C1)N=C(N2)N2CCOCC2 4-(5-chloro-[1,2,4]triazolo[1,5-a]pyrimidin-2-yl)morpholine